1-(2-Aminoethoxy)-2-methylpropan NCCOCC(C)C